NCCCNC(=O)C=1C=C2C(=NNC2=CC1)C1=NC2=C(N1)C=C(C=C2)C2=CC=NC=C2 N-(3-aminopropyl)-3-(6-(pyridin-4-yl)-1H-benzo[d]imidazol-2-yl)-1H-indazole-5-carboxamide